(7-((6-ethoxy-5-(trifluoromethyl)pyridin-2-yl)oxy)-2-azaspiro[3.5]non-2-yl)((1s,3s)-3-hydroxy-3-methylcyclobutyl)methanone C(C)OC1=C(C=CC(=N1)OC1CCC2(CN(C2)C(=O)C2CC(C2)(C)O)CC1)C(F)(F)F